C(C)OC1=CN=CC(=N1)C=1C=CC(=NC1)NC([C@@](CC)(C1=NC(=NC=C1)NS(=O)(=O)C)F)=O (R)-N-(5-(6-ethoxypyrazin-2-yl)pyridin-2-yl)-2-fluoro-2-(2-(methylsulfonylamino)pyrimidin-4-yl)butyramide